C(C)(C)(C)OC(N(C)[C@@H](C1=CC=CC=C1)C1=NC2=C(N1)C=CC(=C2)NC(CC2C1CC3CC(CC2C3)C1)=O)=O N-[(S)-[5-[[2-(2-adamantyl)acetyl]amino]-1H-benzoimidazol-2-yl]-phenyl-methyl]-N-methyl-carbamic acid tert-butyl ester